FC(C(=O)N(N)N1C(CNCC1)=S)(F)F 1-trifluoroacetyl-hydrazino-2-piperazinethione